N-hydroxy-4-(4-methoxybenzoyl)-3,4-dihydro-2H-benzo[b][1,4]oxazine-6-carboxamide ONC(=O)C1=CC2=C(OCCN2C(C2=CC=C(C=C2)OC)=O)C=C1